5-chloro-4-(3-(2-chloro-4-fluorophenyl)-1H-indazol-1-yl)-2-fluoro-N-(methylsulfonyl)benzamide ClC=1C(=CC(=C(C(=O)NS(=O)(=O)C)C1)F)N1N=C(C2=CC=CC=C12)C1=C(C=C(C=C1)F)Cl